5-fluoro-1'-(2-{2-[(cis)-3-hydroxy-3-methylcyclobutyl]-7-(trifluoromethyl)-1H-1,3-benzimidazol-5-yloxy}ethyl)spiro[indoline-3,4'-piperidin]-2-one FC=1C=C2C(=CC1)NC(C21CCN(CC1)CCOC1=CC2=C(NC(=N2)C2CC(C2)(C)O)C(=C1)C(F)(F)F)=O